S1C(=NC2=C1C=CC=C2)C([C@H](C[C@H]2C(NCC2)=O)NC(=O)[C@H]2N(CC[C@H](C2)C(C)C)C([C@@H](NS(=O)(=O)C)C(C)C)=O)=O (2S,4R)-N-{(2S)-1-(1,3-benzothiazol-2-yl)-1-oxo-3-[(3S)-2-oxopyrrolidin-3-yl]propan-2-yl}-1-[N-(methylsulfonyl)-L-valyl]-4-(propan-2-yl)piperidine-2-carboxamide